C1(CCCC1)NC=1C2=C(N=C(N1)NC1=C(C=C(C=C1)C=1C(=NOC1C)C)OC)NC=C2C#N 4-(cyclopentylamino)-2-((4-(3,5-dimethylisoxazol-4-yl)-2-methoxyphenyl)amino)-7H-pyrrolo[2,3-d]pyrimidine-5-carbonitrile